2-(7-Chloropyrrolo[3,4-b]indol-2(1H,3H,4H)-yl)-1-(3,4-dichlorophenyl)ethanol ClC1=CC=2C3=C(NC2C=C1)CN(C3)CC(O)C3=CC(=C(C=C3)Cl)Cl